3-(2,2-difluorobenzo[d][1,3]dioxol-5-yl)-1-(4-(6-(2-hydroxypropan-2-yl)pyrimidine-4-carbonyl)piperazin-1-yl)prop-2-en-1-one FC1(OC2=C(O1)C=CC(=C2)C=CC(=O)N2CCN(CC2)C(=O)C2=NC=NC(=C2)C(C)(C)O)F